S1C(=CC=C1B(O)O)C=1SC=CC1 (2,2'-bithiophene)-5-yl-boronic acid